5-chloro-1'-(2-{[8-(3-hydroxy-3-methylcyclobutyl)-7-oxo-5,6,7,8-tetrahydro-1,8-naphthyridin-3-yl]oxy}(1,1,2,2-2H4)ethyl)-1,2-dihydrospiro[indole-3,4'-piperidin]-2-one ClC=1C=C2C(=CC1)NC(C21CCN(CC1)C(C([2H])([2H])OC=1C=NC=2N(C(CCC2C1)=O)C1CC(C1)(C)O)([2H])[2H])=O